5-[5-[chloro(difluoro)methyl]-1,2,4-oxadiazol-3-yl]-N-[1-pyrimidin-4-ylethyl]pyrimidin-2-amine ClC(C1=NC(=NO1)C=1C=NC(=NC1)NC(C)C1=NC=NC=C1)(F)F